5-(3-trifluoromethyl-phenyl)-isoxazole FC(C=1C=C(C=CC1)C1=CC=NO1)(F)F